5-chloro-2-methylbenzothiazole ClC=1C=CC2=C(N=C(S2)C)C1